tert-butyl 6-((6-(benzo[d]thiazol-2-yl((2-(trimethylsilyl)ethoxy)methyl)amino)-5-methylpyridazin-3-yl)(methyl)amino)-3-(1-(cyclohexylmethyl)-5-methyl-1H-pyrazol-4-yl)picolinate S1C(=NC2=C1C=CC=C2)N(C2=C(C=C(N=N2)N(C2=CC=C(C(=N2)C(=O)OC(C)(C)C)C=2C=NN(C2C)CC2CCCCC2)C)C)COCC[Si](C)(C)C